C(C)(C)OC(=O)C=1C(=NC(=NC1)NC=1C(=NC(=C(C1)[N+](=O)[O-])Cl)OC)C1=CN(C2=CC=CC=C12)C 2-((6-chloro-2-methoxy-5-nitropyridin-3-yl)amino)-4-(1-methyl-1H-indol-3-yl)pyrimidine-5-carboxylic acid isopropyl ester